NC1=NC=NC2=C(C=CC=C12)C=1C=NN(C1)C=1C=C(C(=O)NC2=C(C(=CC=C2)Cl)F)C=CC1C 3-(4-(4-Aminoquinazolin-8-yl)-1H-pyrazol-1-yl)-N-(3-chloro-2-fluorophenyl)-4-methyl-benzamide